(3R)-3-amino-5-[(4-chlorophenyl)methyl]-7-[5-[5,5-difluoro-1-(2-methoxyethyl)-3-piperidyl]-1,3,4-oxadiazol-2-yl]-8-fluoro-1,1-dioxo-2,3-dihydro-1lambda6,5-benzothiazepin-4-one N[C@H]1CS(C2=C(N(C1=O)CC1=CC=C(C=C1)Cl)C=C(C(=C2)F)C=2OC(=NN2)C2CN(CC(C2)(F)F)CCOC)(=O)=O